C(N)(=O)C1=CC(=C(C=C1)C1=CC(=CC(=C1)O)CN1C2(CC(C1)C2)C(=O)N[C@@H](C)C2=CC=C(C(=O)OC)C=C2)C methyl (S)-4-(1-(2-((4'-carbamoyl-5-hydroxy-2'-methyl-[1,1'-biphenyl]-3-yl)methyl)-2-azabicyclo[2.1.1]hexane-1-carboxamido)ethyl)benzoate